[I-].C(CCCCCCCCCCCCC)PC(C1=CC=CC=C1)(C1=CC=CC=C1)C1=CC=CC=C1 tetradecyltrityl-phosphine iodide